BrC=1C=CC=C2CCN(CC12)CC(=O)OC(C)(C)C t-butyl (8-bromo-3,4-dihydroisoquinolin-2(1H)-yl)acetate